C(C1=CC=CC=C1)N(C=C(C(=O)O)C#N)C 3-[benzyl(methyl)amino]-2-cyanoacrylic acid